C(#N)NC1=CC=C(C=C1Br)[N+](=O)[O-] cyano-4-nitro-6-bromoaniline